C1(=CC=CC=C1)P(C1=CC=CC=C1)CN(CP(C1=CC=CC=C1)C1=CC=CC=C1)CCC[Si](OCC)(OCC)OCC N,N-bis[(diphenylphosphino)methyl]-3-(triethoxysilyl)-1-propylamine